ClC=1C=C(C(=O)OC)C(=CN1)NC1=C(C=C(C=C1)F)C(C)C methyl 2-chloro-5-((4-fluoro-2-iso-propylphenyl)amino)isonicotinate